(1R,2S,3R,5R)-3-[4-amino-2-chloro-5-(1-methylpyrazol-3-yl)pyrrolo[2,3-d]pyrimidin-7-yl]-5-[3-(azetidin-1-ylmethyl)phenyl]cyclopentane-1,2-diol NC=1C2=C(N=C(N1)Cl)N(C=C2C2=NN(C=C2)C)[C@H]2[C@@H]([C@@H]([C@H](C2)C2=CC(=CC=C2)CN2CCC2)O)O